C(C1=CC=CC=C1)OC(=O)N(C(CC(=O)OC(C)(C)C)C(=O)N(C)C)C Tert-butyl 3-(((benzyloxy) carbonyl) (methyl) amino)-4-(dimethylamino)-4-oxobutanoate